2-((3-((1-acetyl-2,2-dimethylazetidin-3-yl)oxy)-1-methyl-1H-pyrazol-4-yl)amino)-7-((3r,4r)-4-methyltetrahydrofuran-3-yl)-7H-pyrrolo[2,3-d]pyrimidine-6-carbonitrile C(C)(=O)N1C(C(C1)OC1=NN(C=C1NC=1N=CC2=C(N1)N(C(=C2)C#N)[C@H]2COC[C@@H]2C)C)(C)C